Hept-2-ylcarbamate CC(CCCCC)NC([O-])=O